C(CCCCCCCCCCCC=CCCCCCCCC)(=O)OCCCCCCCCCCCCCCCCCCCCCCCCCCCCCC(=O)O 30-(docosa-13-enoyloxy)-triacontanoic acid